COC=1C=CC=C2CCC3(C(NC4=CC(=CC=C34)C(F)(F)F)=O)C12 7-methoxy-6'-(trifluoromethyl)-2,3-dihydrospiro[indene-1,3'-indolin]-2'-one